COC1=CC(=C(C=O)C=C1OC)C#CC1=C(C=C(C(=C1)OC)OC)OC 4,5-dimethoxy-2-((2,4,5-trimethoxyphenyl)ethynyl)benzaldehyde